2,5-dichloro-6-cyclobutyl-N-(2-sulfamylpyridin-4-yl)nicotinamide ClC1=C(C(=O)NC2=CC(=NC=C2)S(N)(=O)=O)C=C(C(=N1)C1CCC1)Cl